3-(1H-indazol-5-yl)-N-(4-(4-(2-oxopyrrolidin-1-yl)butyl)-1-phenyl-1H-imidazol-2-yl)benzamide N1N=CC2=CC(=CC=C12)C=1C=C(C(=O)NC=2N(C=C(N2)CCCCN2C(CCC2)=O)C2=CC=CC=C2)C=CC1